N-(2-hydroxyethyl)-N-(5-methoxy-4-(2-(4-(trifluoromethyl)cyclohexyl)vinyl)pyridin-2-yl)acrylamide OCCN(C(C=C)=O)C1=NC=C(C(=C1)C=CC1CCC(CC1)C(F)(F)F)OC